C(C1=CC=CC=C1)C1CC(NC1(C)C)=O 4-Benzyl-5,5-dimethylpyrrolidin-2-one